BrC1=CC=C(C=C1)[Si](C1=CC=CC=C1)(C1=CC=CC=C1)C1=CC=C(C=C1)Br bis(4-bromophenyl)-diphenyl-silane